CN(C1=C(C=C(N=N1)C=1C(NC(NC1)=O)=O)N1N=CC=C1)C 5-(6-(dimethylamino)-5-(1H-pyrazol-1-yl)pyridazin-3-yl)pyrimidine-2,4(1H,3H)-dione